(cis)-6-benzyloxy-1-[4-(3-bromopropyloxy)phenyl]-2-phenyl-tetrahydronaphthalene C(C1=CC=CC=C1)OC=1C=C2CC[C@@H]([C@@H](C2=CC1)C1=CC=C(C=C1)OCCCBr)C1=CC=CC=C1